N-[3-(dimethylamino)propyl]octadecanamide CN(CCCNC(CCCCCCCCCCCCCCCCC)=O)C